dihydroindolo[2,3-c]carbazole-2,4,6,7,9,11,12-d7 C1C=2C(C(=CC1[2H])[2H])=NC1=C(C(=C3N=C4C(=CC(=C(C4=C3C12)[2H])[2H])[2H])[2H])[2H]